2-(3-ethylpiperazin-1-yl)-5-(trifluoromethyl)pyrimidine C(C)C1CN(CCN1)C1=NC=C(C=N1)C(F)(F)F